ClC1=C(C=CC=C1Cl)N1CCN(CC1)CCOC=1C=C(C#N)C=CC1 3-(2-(4-(2,3-dichlorophenyl)piperazin-1-yl)ethoxy)benzonitrile